N-(4-((4-(3-fluorophenoxy)-2-(2-hydroxypropan-2-yl)phenyl)amino)-7-methoxyquinazolin-6-yl)-3-(1-methylpyrrolidin-2-yl)acrylamide FC=1C=C(OC2=CC(=C(C=C2)NC2=NC=NC3=CC(=C(C=C23)NC(C=CC2N(CCC2)C)=O)OC)C(C)(C)O)C=CC1